COC1=NC2=CC(=CC(=C2N=C1)C=1SC2=C(N1)C=CC1=C2C[C@H](O1)C(=O)O)C (S)-2-(2-methoxy-7-methylquinoxalin-5-yl)-7,8-dihydrobenzofuro[5,4-d]thiazole-7-carboxylic acid